C(C)(C)(C)OC(=O)N1CC(C(C1)S(=O)(=O)C)I 3-iodo-4-methylsulfonyl-pyrrolidine-1-carboxylic acid tert-butyl ester